4-Bromo-7-chloro-1,2-dihydro-3H-pyrrolo[3,4-C]pyridin-3-one BrC1=NC=C(C2=C1C(NC2)=O)Cl